ClC=1C2=C(N=CN1)N(C=C2C(F)F)COCC[Si](C)(C)C 4-Chloro-5-(difluoromethyl)-7-((2-(trimethylsilyl)ethoxy)methyl)-7H-pyrrolo[2,3-d]pyrimidine